C(=O)(CCCCCCCCC)O[C@@H]([C@H](N)C(=O)O)C.[Na] sodium threonine caprate